2,4,8,10,12-tetradecapentaenamide C(C=CC=CCCC=CC=CC=CC)(=O)N